2-propylsulfanyl-4,6-dihydroxypyrimidine C(CC)SC1=NC(=CC(=N1)O)O